C(C)N1C(=NC=C1)[Si](C)(C)C 1-ethyl-2-(trimethylsilyl)-1H-imidazole